N,N-di(2-hydroxyethyl)pentadecylamine OCCN(CCO)CCCCCCCCCCCCCCC